FC1=CC=CC(=N1)C1=CC=C(CC=2N=CC=3N(C2)C(=NC3)CC(F)(F)F)C=C1 6-(4-(6-fluoropyridin-2-yl)benzyl)-3-(2,2,2-trifluoroethyl)imidazo[1,5-a]pyrazin